ClC=1C(=NC(=NC1)NC1CCOCC1)C1=CC=C2CN(C(C2=C1)=O)CC(=O)NC1CC(OCC1)(C)C 2-(6-{5-chloro-2-[(oxacyclohex-4-yl)amino]pyrimidin-4-yl}-1-oxo-2,3-dihydro-1H-isoindol-2-yl)-N-(2,2-dimethyloxacyclohex-4-yl)acetamide